CC1=CC(=C(C=C1C)NCCN(C)C)[N+](=O)[O-] N'-(4,5-dimethyl-2-nitro-phenyl)-N,N-dimethyl-ethane-1,2-diamine